(S)-2-(2-fluoro-6-(3-fluoropiperidin-1-yl)pyridin-3-yl)-6,7-dihydrothiazolo[5,4-c]pyridin-4(5H)-one FC1=NC(=CC=C1C=1SC=2C(NCCC2N1)=O)N1C[C@H](CCC1)F